(2-amino-1-(4-(N-hydroxycarbamimidoyl)thiophen-2-yl)-2-oxoethyl)carbamic acid tert-butyl ester C(C)(C)(C)OC(NC(C(=O)N)C=1SC=C(C1)C(NO)=N)=O